C(C)OP(=O)(OCC)CC(=O)OC(C)(C)C Tert-butyl 2-diethoxyphosphorylacetate